N-(2,4-dinitrophenyl)morpholine-4-sulfonamide [N+](=O)([O-])C1=C(C=CC(=C1)[N+](=O)[O-])NS(=O)(=O)N1CCOCC1